O=C1NC(CCC1N1C(C2=CC=C(C=C2C1)OC[C@@H]1N(CCCC1)CC1=C(C=CC=C1)C1CCN(CC1)C(=O)OC(C)(C)C)=O)=O tert-butyl 4-(2-(((2R)-2-(((2-(2,6-dioxopiperidin-3-yl)-1-oxoisoindolin-5-yl)oxy)methyl)piperidin-1-yl)methyl)phenyl)piperidine-1-carboxylate